4-(N-(4-bromo-2,5-difluorophenyl)sulfamoyl)-3-ethyl-N,N-dimethyl-1H-pyrrol-2-carboxamide BrC1=CC(=C(C=C1F)NS(=O)(=O)C=1C(=C(NC1)C(=O)N(C)C)CC)F